4,4'-(Ethyne-1,2-diyl)diphthalic acid C(#CC=1C=C(C(C(=O)O)=CC1)C(=O)O)C=1C=C(C(C(=O)O)=CC1)C(=O)O